4-{3-[6-(dimethylamino)(3-pyridyl)]-6-[4-(methylamino)piperidyl]pyrazin-2-yl}-2-fluorobenzenecarbonitrile CN(C1=CC=C(C=N1)C=1C(=NC(=CN1)N1CCC(CC1)NC)C1=CC(=C(C=C1)C#N)F)C